C1(=CC(=CC=C1)CN)CN.C(CCCCC(=O)O)(=O)O adipic acid-m-xylylenediamine salt